tert-butyl 4-{4-[methoxy(methyl)carbamoyl]-1,3-oxazol-2-yl}piperazine-1-carboxylate CON(C(=O)C=1N=C(OC1)N1CCN(CC1)C(=O)OC(C)(C)C)C